OC=1C(=NC=CC1OC)C(=O)N[C@H](C(=O)ON(C)C(C1=CC=CC=C1)C1CC1)C [[cyclopropyl(phenyl)methyl]-methyl-amino] (2S)-2-[(3-hydroxy-4-methoxy-pyridine-2-carbonyl)amino]propanoate